5-(2-chloro-5-fluoropyrimidin-4-yl)-1,1-dimethyl-3-oxoisoindoline-2-carboxylic acid tert-butyl ester C(C)(C)(C)OC(=O)N1C(C2=CC=C(C=C2C1=O)C1=NC(=NC=C1F)Cl)(C)C